C(#N)C=1C=C(C(=O)OC)C=CC1C=1CCN(CC1)C methyl 3-cyano-4-(1-methyl-1,2,3,6-tetrahydropyridin-4-yl)benzoate